3-methyl-2H-pyrrol-5-one CC=1CNC(C1)=O